C(C1=CC=CC=C1)OC(=O)N1CC(CCC1)C(=O)O 1-((Benzyloxy)carbonyl)piperidine-3-carboxylic acid